3-((1R,3S)-3-aminocyclohexyl)-3H-imidazo[4,5-b]pyridine-6-carbonitrile N[C@@H]1C[C@@H](CCC1)N1C=NC=2C1=NC=C(C2)C#N